9-(1-(4-(1H-pyrazol-1-yl)phenyl)cyclopropyl)-2-(2-isopropylphenyl)-7,9-dihydro-8H-purin-8-one N1(N=CC=C1)C1=CC=C(C=C1)C1(CC1)N1C2=NC(=NC=C2NC1=O)C1=C(C=CC=C1)C(C)C